C(C)(C)(C)[S@@](=O)\N=C\1/CCCC12CCN(CC2)C(=O)OC(C)(C)C tert-butyl (R,E)-1-((tert-butylsulfinyl) imino)-8-azaspiro[4.5]decane-8-carboxylate